4-((5-Chloro-4-((2-(dimethylphosphoryl)phenyl)amino)pyrimidin-2-yl)amino)-N,N-dimethylbenzenesulfonamide ClC=1C(=NC(=NC1)NC1=CC=C(C=C1)S(=O)(=O)N(C)C)NC1=C(C=CC=C1)P(=O)(C)C